5-((Dimethylamino)methyl)-N'-((1,2,3,5,6,7-hexahydro-s-indacen-4-yl)carbamoyl)thiophene-2-sulfonimidamide CN(C)CC1=CC=C(S1)S(=O)(N)=NC(NC1=C2CCCC2=CC=2CCCC12)=O